C(C)(=O)O[C@@H]1[C@H](C2=CC[C@H]3[C@H]4[C@](CC[C@@H]3[C@]2(CC1)C)([C@H](CC4)[C@H](C)CCCCO)C)O (1R,3aS,3bS,6S,7S,9aR,9bS,11aR)-6-Hydroxy-1-[(2R)-6-hydroxyhexan-2-yl]-9a,11a-dimethyl-2,3,3a,3b,4,6,7,8,9,9a,9b,10,11,11a-tetradecahydro-1H-cyclopenta[1,2-i]phenanthren-7-yl acetate